C(C)(C)(C)OC(=O)O[C@@H]1[C@H]([C@H](N(C1)C(=O)OC(C)(C)C)CC1=CC=C(C=C1)C1=CN=C(S1)C(F)F)OC(=O)OC1=CC=C(C=C1)[N+](=O)[O-] tert-butyl (2R,3S,4S)-4-[(tert-butoxycarbonyl)oxy]-2-({4-[2-(difluoromethyl)-1,3-thiazol-5-yl]phenyl}methyl)-3-[(4-nitrophenoxycarbonyl)oxy]pyrrolidine-1-carboxylate